C(C1=CC=CC=C1)OC(=O)N(C1C[C@@H]2[C@@H](CN(C2)C(=O)OC(C)(C)C)C1)CC1CCOCC1 tert-butyl (3aR,5s,6aS)-5-(((benzyloxy)carbonyl)((tetrahydro-2H-pyran-4-yl)methyl)amino)hexahydrocyclopenta[c]pyrrole-2(1H)-carboxylate